CCCC(CCCCCC)[N-]C(CCC)CCCCCC di-4-decylamide